C1(=CC=CC=C1)S=C([O-])C=1C=NC=CC1 S-phenylpyridine-3-thiocarboxylate